bromo-5-(7-bromo-3,4-dihydro-quinolin-1(2H)-yl)-7-fluoro-[1,2,4]triazolo[4,3-a]quinazoline BrC1=NN=C2N1C1=CC=C(C=C1C(=N2)N2CCCC1=CC=C(C=C21)Br)F